tert-Butyl (S)-(4-(3-chloro-4-(2-chloro-3-(8-chloro-6-formyl-5-methoxyquinolin-2-yl)phenyl)pyridin-2-yl)-2-methoxybenzyl)((5-oxopyrrolidin-2-yl)methyl)carbamate ClC=1C(=NC=CC1C1=C(C(=CC=C1)C1=NC2=C(C=C(C(=C2C=C1)OC)C=O)Cl)Cl)C1=CC(=C(CN(C(OC(C)(C)C)=O)C[C@H]2NC(CC2)=O)C=C1)OC